5-(2-cyclobutyl-7H-pyrrolo[2,3-d]pyrimidin-5-yl)-N-(trans-4-methoxycyclohexyl)pyrazolo[1,5-a]pyridine-3-carboxamide C1(CCC1)C=1N=CC2=C(N1)NC=C2C2=CC=1N(C=C2)N=CC1C(=O)N[C@@H]1CC[C@H](CC1)OC